N-{6-[(2-aminophenyl)amino]-6-oxohexyl}-3-[4-(benzylamino)phenyl]-1H-pyrazole-5-carboxamide NC1=C(C=CC=C1)NC(CCCCCNC(=O)C1=CC(=NN1)C1=CC=C(C=C1)NCC1=CC=CC=C1)=O